CC1=C(OCC(=O)OC)C=CC(=C1)OC\C=C(/C1=CC=CC=C1)\C1=CC=C(C=C1)C#CCN1CCOCC1 methyl (E)-[2-methyl-4-[3-[4-[3-(morpholin-4-yl)propynyl]phenyl]-3-phenylallyloxy]phenoxy]acetate